C1(C=CC2=CC=CC=C12)C=O 1H-indencarboxaldehyde